Ammonium peroxomonosulfat S(=O)(=O)(O[O-])[O-].[NH4+].[NH4+]